FC1=CC=C(CN(S(=O)(=O)C2=CC=C(C=C2)NC(\C=C\C2=CC=NC=C2)=O)CC2=CC(=CC=C2)OC)C=C1 (E)-N-(4-(N-(4-fluorobenzyl)-N-(3-methoxybenzyl)sulfamoyl)phenyl)-3-(pyridin-4-yl)acrylamide